FC1=CC(=CC2=CN(N=C12)C)NC(=O)C=1C=CC(=C2C=NC=NC12)N1C[C@@H](N([C@@H](C1)C)C(=O)OC(C)(C)C)C tert-butyl (2S,6R)-4-[8-[(7-fluoro-2-methyl-indazol-5-yl)carbamoyl]quinazolin-5-yl]-2,6-dimethyl-piperazine-1-carboxylate